6-fluoro-7-(2-fluorophenyl)-1-(2-isopropyl-4-methylpyridin-3-yl)-4-(methyl(3-(((propylimino)methylene)amino)propyl)amino)pyrido[2,3-d]pyrimidin-2(1H)-one FC1=CC2=C(N(C(N=C2N(CCCN=C=NCCC)C)=O)C=2C(=NC=CC2C)C(C)C)N=C1C1=C(C=CC=C1)F